3-amino-7-hydroxy-N-(4-(piperazin-1-yl)phenethyl)-6,7-dihydro-5H-cyclopenta[b]thieno[3,2-e]pyridine-2-carboxamide NC1=C(SC2=C1C=C1C(=N2)C(CC1)O)C(=O)NCCC1=CC=C(C=C1)N1CCNCC1